O=C1C=CC(=NN1COCC[Si](C)(C)C)C(=O)OC Methyl 6-oxo-1-((2-(trimethylsilyl) ethoxy) methyl)-1,6-dihydropyridazine-3-carboxylate